(4-chlorophenyl)malonamide aluminum [Al].ClC1=CC=C(C=C1)C(C(=O)N)C(=O)N